FC=1C=C(CNS(=O)(=O)N)C=CC1N1N=NC2=C1C=CC(=C2)OC(C)C N-(3-fluoro-4-(5-isopropoxy-1H-benzo[d][1,2,3]triazol-1-yl)benzyl)sulfamide